O=C1NC(CCC1N1CC2=CC=C(C=C2C1=O)N1CCC2(CC(C2)C(=O)OC(C)(C)C)CC1)=O tert-butyl 7-[2-(2,6-dioxopiperidin-3-yl)-3-oxo-1H-isoindol-5-yl]-7-azaspiro[3.5]nonane-2-carboxylate